BrC1=C2CC(CC2=CC=C1O)C(=O)[O-] 4-bromo-5-hydroxy-2,3-dihydro-1H-indene-2-carboxylate